2-benzyl-2-azaspiro[3.3]heptan-6-yl (2R,6S)-2,6-dimethyl-4-(1,6-naphthyridin-2-yl)piperazine-1-carboxylate C[C@H]1N([C@H](CN(C1)C1=NC2=CC=NC=C2C=C1)C)C(=O)OC1CC2(CN(C2)CC2=CC=CC=C2)C1